ClC1=NC(=C2N=C(N(C2=N1)CC(=O)C1=CC=CC=C1)C)Cl 2-(2,6-dichloro-8-methyl-9H-purin-9-yl)-1-phenylethan-1-one